C(C)(C)(C)OC(=O)N1CCC(CC1)/C(=C/B1OC(C(O1)(C)C)(C)C)/C1=C2C(=NC=C1OC)N(C=C2)[Si](C(C)C)(C(C)C)C(C)C tert-butyl-4-[(Z)-1-(5-methoxy-1-triisopropylsilyl-pyrrolo[2,3-b]pyridin-4-yl)-2-(4,4,5,5-tetramethyl-1,3,2-dioxaborolan-2-yl)vinyl]piperidine-1-carboxylate